1-pentyl-4-propylpyridinium methanesulfonate CS(=O)(=O)[O-].C(CCCC)[N+]1=CC=C(C=C1)CCC